ClC=1C(N(C(=CC1OCC1=NC=C(C=C1F)C1CC1)C)C1=CC(=NC=C1C)C1=NC(=NC=C1)C(C)(C)O)=O (S)-3-chloro-4-((5-cyclopropyl-3-fluoropyridin-2-yl)methoxy)-2'-(2-(2-hydroxypropan-2-yl)pyrimidin-4-yl)-5',6-dimethyl-2H-[1,4'-bipyridin]-2-one